3-(chloromethyl)-4-trityl-4H-1,2,4-triazole ClCC1=NN=CN1C(C1=CC=CC=C1)(C1=CC=CC=C1)C1=CC=CC=C1